NC1=NC2=CC(=CC=C2C=C1Cl)CC[C@H]1S[C@H]([C@@H]([C@@H]1O)O)N1C=CC2=C1N=CN=C2N (2R,3S,4R,5R)-2-(2-(2-amino-3-chloroquinolin-7-yl)ethyl)-5-(4-amino-7H-pyrrolo[2,3-d]pyrimidin-7-yl)tetrahydrothiophene-3,4-diol